C1(C(C)=CC(N1CCC1=C(C)C=CC=C1CCN1C(C(C)=CC1=O)=O)=O)=O 2,3-biscitraconimidoethyltoluene